C(C)(C)(C)OC(N(C)CC(=O)N)=O.C(C)(C)C1=NC=C(C=N1)C(=O)NC=1C(=NC=CC1C1=CC=CC=C1)C1NCCC1 2-isopropyl-N-(4-phenyl-2-(pyrrolidin-2-yl)pyridin-3-yl)pyrimidine-5-carboxamide tert-butyl-(2-amino-2-oxoethyl)(methyl)carbamate